1-(4-(1,4-dimethyl-1H-pyrazol-5-yl)-5-fluoropyrimidin-2-yl)-N-methyl-N-((1-methyl-1H-pyrazol-3-yl)methyl)piperidine-4-carboxamide CN1N=CC(=C1C1=NC(=NC=C1F)N1CCC(CC1)C(=O)N(CC1=NN(C=C1)C)C)C